N-[2-[(2S)-2-aminopropoxy]ethyl]-2-ethyl-4-[[3-[1-prop-2-ynyl-3-(trifluoromethyl)pyrazol-4-yl]imidazo[1,2-a]pyrazin-8-yl]amino]benzamide N[C@H](COCCNC(C1=C(C=C(C=C1)NC=1C=2N(C=CN1)C(=CN2)C=2C(=NN(C2)CC#C)C(F)(F)F)CC)=O)C